2-(3-cyano-1-isopropyl-1H-indazol-5-yl)isonicotinic acid (3,7-dimethyloctane-2,6-dien-1-yl) ester CC(=CCOC(C1=CC(=NC=C1)C=1C=C2C(=NN(C2=CC1)C(C)C)C#N)=O)CCC=C(C)C